NC=1C=C(C=C(C1)C(F)(F)F)[C@@H](C)NC1=NC(=NC2=CC(=C(C=C12)OC1CCN(CC1)CC1=CC=C(C=C1)N1C(NC(CC1)=O)=O)OC)C (R)-1-(4-((4-((4-((1-(3-amino-5-(trifluoromethyl)phenyl)ethyl)amino)-7-methoxy-2-methylquinazolin-6-yl)oxy)piperidin-1-yl)methyl)phenyl)dihydropyrimidine-2,4(1H,3H)-dione